7-((7-(benzyloxy)-2,2-diphenylbenzo[d][1,3]dioxole-5-carbonyl)oxy)-2,2-diphenylbenzo[d][1,3]dioxole-5-carboxylic acid C(C1=CC=CC=C1)OC1=CC(=CC2=C1OC(O2)(C2=CC=CC=C2)C2=CC=CC=C2)C(=O)OC2=CC(=CC1=C2OC(O1)(C1=CC=CC=C1)C1=CC=CC=C1)C(=O)O